(R)-2-(3-((5-Chloro-4-(1H-indol-3-yl)pyrimidin-2-yl)amino)pyrrolidin-1-yl)ethane ClC=1C(=NC(=NC1)N[C@H]1CN(CC1)CC)C1=CNC2=CC=CC=C12